3-methyl-5-tert-butyl-1,2-phenylene di(4-fluoro benzoate) FC1=CC=C(C(=O)OC2=C(C(=CC(=C2)C(C)(C)C)C)OC(C2=CC=C(C=C2)F)=O)C=C1